C1CC(CC1)C(C(=O)NC=1NC(C=2N=CN([C@H]3[C@H](O)[C@H](O)[C@@H](CO)O3)C2N1)=O)C N-[2-(3-cyclopentyl)propanoyl]-guanosine